CC1CC=C(CC1)CCNC(C1=NC=CC=C1)=O N-(2-(4-methylcyclohex-1-en-1-yl)ethyl)picolinamide